tert-Butyl (S)-5-amino-4-(5-bromo-1-oxoisoindolin-2-yl)-5-oxopentanoate NC([C@H](CCC(=O)OC(C)(C)C)N1C(C2=CC=C(C=C2C1)Br)=O)=O